C(=C)N1C(NCC1)=O 1-ethenyl-2-imidazolidinone